ClC=1C(=C(C=CC1)NC(=S)C1=C(C[C@H](NC1=O)C)NCC1=C(C=NC=C1)OC[C@@H]1CN(CCO1)C(=O)OC(C)(C)C)OC Tert-butyl (2S)-2-[({4-[({(2R)-5-[(3-chloro-2-methoxyphenyl)carbamothioyl]-2-methyl-6-oxo-1,2,3,6-tetrahydropyridin-4-yl}amino)methyl]pyridin-3-yl}oxy)methyl]morpholine-4-carboxylate